Benzyl (2R)-2-(7-fluoro-1H-indole-3-carbonyl)pyrrolidine-1-carboxylate FC=1C=CC=C2C(=CNC12)C(=O)[C@@H]1N(CCC1)C(=O)OCC1=CC=CC=C1